(±)-ethyl 2-[4-[3-[tert-butylsulfinyl(2-trimethylsilylethoxymethyl)amino]oxetan-3-yl] phenyl]acetate C(C)(C)(C)[S@@](=O)N(C1(COC1)C1=CC=C(C=C1)CC(=O)OCC)COCC[Si](C)(C)C |r|